(E)-1-[2-[(2R)-2-Hydroxy-3-piperidin-1-ylpropoxy]phenyl]-3-phenylprop-2-en-1-one O[C@@H](COC1=C(C=CC=C1)C(\C=C\C1=CC=CC=C1)=O)CN1CCCCC1